F[C@]1(C=2C=CC=NC2[C@H](CC1)OC)C(=O)OC (5R,8S)-methyl 5-fluoro-8-methoxy-5,6,7,8-tetrahydroquinoline-5-carboxylate